C1(=CC=C(C=C1)C(C(=O)N)C(O)(C(=O)N)CC(=O)N)C(C(=O)N)C(O)(C(=O)N)CC(=O)N p-phenylenebiscitramide